[2-(4-methoxyphenyl)ethyl]-3-[(5-phenylpyrimidin-2-yl)amino]benzamide COC1=CC=C(C=C1)CCC1=C(C(=O)N)C=CC=C1NC1=NC=C(C=N1)C1=CC=CC=C1